COC(C1=C(C=C(C(=C1)OCC1=CC=CC=C1)Br)[N+](=O)[O-])=O 5-(benzyloxy)-4-bromo-2-nitrobenzoic acid methyl ester